C(CCCCCC)OC(C1=CC(OC)=C(O)C(OC)=C1)=O Heptylsyringat